Methyl ((4-(3-(3-(trifluoromethyl)phenyl)ureido)phenyl)sulfonyl)-L-prolinate FC(C=1C=C(C=CC1)NC(NC1=CC=C(C=C1)S(=O)(=O)N1[C@@H](CCC1)C(=O)OC)=O)(F)F